N1N=CC2=CC(=CC=C12)NC1=NC(=NC(=C1)N(C)C)C1=CC=C2C=C(NC2=C1)C(=O)NC1=CN=NC=C1 6-(4-((1H-indazol-5-yl)amino)-6-(dimethyl-amino)pyrimidin-2-yl)-N-(pyridazin-4-yl)-1H-indole-2-carboxamide